sodium (S)-3-(4-methoxybiphenyl-3-yl)-3-(3-(1-methyl-4-oxido-2-oxo-1,2-dihydropyridin-3-yl) ureido)propanoate COC1=C(C=C(C=C1)C1=CC=CC=C1)[C@H](CC(=O)[O-])NC(=O)NC=1C(N(C=CC1[O-])C)=O.[Na+].[Na+]